tert-butyl 3-((3-chloro-5-((((2-(2,6-dioxopiperidin-3-yl)-3-oxoisoindolin-5-yl)methoxy)carbonyl)amino)-2-methylphenoxy) methyl)pyrrolidine-1-carboxylate ClC=1C(=C(OCC2CN(CC2)C(=O)OC(C)(C)C)C=C(C1)NC(=O)OCC=1C=C2C(N(CC2=CC1)C1C(NC(CC1)=O)=O)=O)C